FC=1C=CC(=C2C(=CNC12)CCN(C(OC(C)(C)C)=O)C)O tertbutyl (2-(7-fluoro-4-hydroxy-17Z-indol-3-yl)ethyl)(methyl)carbamate